ClC=1N=C2C(=C(C=NC2=CC1)NC(=O)NC=1C=NC(=C(C1)C(F)(F)F)N1N=CC=N1)C(C)OCC N-(6-chloro-4-(1-ethoxyethyl)-1,5-naphthyridin-3-yl)-N'-(6-(2H-1,2,3-triazol-2-yl)-5-(trifluoromethyl)pyridin-3-yl)urea